FC=1C(=C(C=CC1)NC1=C(NC2=C1C(NCC2)=O)C2=C(C=NC=C2)C#CC2(N(CC2)C(C=C)=O)C)OC 3-[(3-fluoro-2-methoxyphenyl)amino]-2-(3-{2-[2-methyl-1-(prop-2-enoyl)azetidin-2-yl]ethynyl}pyridin-4-yl)-1H,5H,6H,7H-pyrrolo[3,2-c]pyridin-4-one